C(CCCCCCCCCCCCCCCCC)OCCOCCO 2-(2-(octadecyloxy)ethoxy)ethanol